(3S,4S)-4-(3-(2-chlorophenoxy)-2,2-difluoropropionylamino)-3-methylpiperidine-1-carboxylic acid tert-butyl ester C(C)(C)(C)OC(=O)N1C[C@@H]([C@H](CC1)NC(C(COC1=C(C=CC=C1)Cl)(F)F)=O)C